6-amino-4,8-dimethyl-1H-quinolin-2-one NC=1C=C2C(=CC(NC2=C(C1)C)=O)C